S1S[C@@H](CC1)CCCCCNCCO (R)-2-[5-(1,2-dithiolan-3-yl)pentan-1-ylamino]ethan-1-ol